(2R,3R,4S)-2-(6-(((R)-2,3-dihydro-1H-inden-1-yl)amino)-2-iodo-9H-purin-9-yl)tetrahydrothiophene-3,4-diol [C@H]1(CCC2=CC=CC=C12)NC1=C2N=CN(C2=NC(=N1)I)[C@@H]1SC[C@H]([C@H]1O)O